fluorohexyl-trimethoxysilane FCCCCCC[Si](OC)(OC)OC